C(C)(C)(C)OC(=O)NC=1C=C(N=NC1Cl)C(=O)OC methyl 5-((tert-butoxycarbonyl) amino)-6-chloropyridazine-3-carboxylate